OP(=O)(C)CCC(C(=O)[O-])=O 4-(hydroxy (methyl) phosphoryl)-2-oxobutanoate